COC1=CC=CC(=N1)CC[C@@H](C)[C@H]1CC[C@H]2[C@@H]3CC=C4C[C@H](CC[C@@]4([C@H]3CC[C@]12C)C)O (3S,8S,9S,10R,13R,14S,17R)-17-((R)-4-(6-methoxypyridin-2-yl)butan-2-yl)-10,13-dimethyl-2,3,4,7,8,9,10,11,12,13,14,15,16,17-tetradecahydro-1H-cyclopenta[a]phenanthren-3-ol